BrC=1C=2C3=C(C(NC2C(=CC1C)C)=O)SC=C3 9-bromo-8-methyl-6-methylthieno[2,3-c]quinolin-4(5H)-one